7-(4-chlorophenoxy)-8-methylchroman-4-one ClC1=CC=C(OC2=CC=C3C(CCOC3=C2C)=O)C=C1